NC1=NC=CC=C1C1=NC=2C(=NC(=CC2)C2=NC=C(C=C2)C)N1C1=CC=C(CN2CCC(CC2)NC2=NC(=NC=C2)C#N)C=C1 4-((1-(4-(2-(2-aminopyridin-3-yl)-5-(5-methylpyridin-2-yl)-3H-imidazo[4,5-b]pyridin-3-yl)benzyl)piperidin-4-yl)amino)pyrimidine-2-carbonitrile